propionic acid, trihydrochloride Cl.Cl.Cl.C(CC)(=O)O